3-(9-ethyl-9H-carbazol-3-yl)-3-phenylpropenal C(C)N1C2=CC=CC=C2C=2C=C(C=CC12)C(=CC=O)C1=CC=CC=C1